oxygen aluminum-molybdenum-tungsten-titanium [Ti].[W].[Mo].[Al].[O]